cyanopropanate C(#N)OC(CC)=O